8-phenyl-1,3,4,12a-tetrahydrobenzo[e]pyrazino[1,2-a][1,4]diazepine-6,12(2H,11H)-dione C1(=CC=CC=C1)C1=CC2=C(NC(C3N(C2=O)CCNC3)=O)C=C1